methyl (S)-2-(4-(6-((4-chloro-2-fluorobenzyl)oxy)pyridin-2-yl)-3-fluorobenzyl)-3-(oxetan-2-ylmethyl)-3H-imidazo[4,5-b]pyridine-5-carboxylate ClC1=CC(=C(COC2=CC=CC(=N2)C2=C(C=C(CC3=NC=4C(=NC(=CC4)C(=O)OC)N3C[C@H]3OCC3)C=C2)F)C=C1)F